N-(2-(4-acetylpiperazine-1-yl)-5-((6-((R)-3-(2,4-difluorophenyl)isoxazolidine-2-yl)pyrimidine-4-yl)amino)-4-methoxyphenyl)acrylamide C(C)(=O)N1CCN(CC1)C1=C(C=C(C(=C1)OC)NC1=NC=NC(=C1)N1OCC[C@@H]1C1=C(C=C(C=C1)F)F)NC(C=C)=O